[Cl-].C(C)[NH+](CC1=CC2=CC=C(C=C2C=C1)COC(NC1=CC=C(C=C1)C(NO)=O)=O)CC diethyl-[6-(4-hydroxycarbamoyl-phenylcarbamoyloxymethyl)-naphthalen-2-yl-methyl]-ammonium chloride